ClC1=C(C(=CC(=C1)N)Cl)C1=CC=C(C=C1)S(=O)(=O)C(C)C 2,6-dichloro-4'-(isopropylsulfonyl)-[1,1'-biphenyl]-4-amine